N[C@@H](C(=O)OC)CC1=CC(=C(C=C1)OC)Cl methyl (2R)-2-amino-3-(3-chloro-4-methoxyphenyl)propanoate